4-((2-Allyl-4-formylphenoxy)methyl)-N,N-di-methylbenzamide C(C=C)C1=C(OCC2=CC=C(C(=O)N(C)C)C=C2)C=CC(=C1)C=O